COC1=CC=C(CN(C2=NC=C(C=N2)C(CN2C(=CC(=C2)C(=O)OCC)C(=O)OCC)=O)CC2=CC=C(C=C2)OC)C=C1 Diethyl 1-(2-(2-(bis(4-methoxybenzyl)amino)pyrimidin-5-yl)-2-oxoethyl)-1H-pyrrole-2,4-dicarboxylate